ClC1=NC(=CC(=N1)C1CCC(CC1)(C(=O)OC)OC)C methyl 4-(2-chloro-6-methylpyrimidin-4-yl)-1-methoxycyclohexane-1-carboxylate